4,4'-[(3-cyclohexyl-4-hydroxyphenyl)ethylene]bis(2-cyclohexylphenol) C1(CCCCC1)C=1C=C(C=CC1O)C(CC1=CC(=C(C=C1)O)C1CCCCC1)C1=CC(=C(C=C1)O)C1CCCCC1